5-Propylthio-3,3'-octamethylenebis(1,2,4-triazole) C(CC)SC(CCCCC1=NNC=N1)CCCC1=NNC=N1